ClC1=CC=C(C=C1)C(C)(C)C=1N=C(SC1)NC(=O)NCC1=CC=C(C=C1)N1CCNCC1 1-(4-(2-(4-chlorophenyl)propan-2-yl)thiazol-2-yl)-3-(4-(piperazin-1-yl)benzyl)urea